6-(5-(2-Aminoethyl)-2-oxooxazolidin-3-yl)-2H-pyrazino[2,3-b][1,4]oxazin-3(4H)-one NCCC1CN(C(O1)=O)C1=NC2=C(OCC(N2)=O)N=C1